C(C)OC(CCC(=O)C1=NC(=CC=C1O)C1=C(C=C(C=C1)C(F)(F)F)Cl)=O 4-[6-(2-chloro-4-trifluoromethyl-phenyl)-3-hydroxy-pyridin-2-yl]-4-oxo-butyric acid ethyl ester